1-amino-N-(3,4-dimethoxyphenyl)cyclopentane-1-carboxamide tert-butyl-(5-acrylamido-4-((2-(dimethylamino)ethyl)(methyl)amino)-2-methoxyphenyl)carbamate C(C)(C)(C)N(C(O)=O)C1=C(C=C(C(=C1)NC(C=C)=O)N(C)CCN(C)C)OC.NC1(CCCC1)C(=O)NC1=CC(=C(C=C1)OC)OC